COC(=O)C=1NC=C(C1CN)C1=NN(C=C1)C(C)C C1-amino-4-(1-isopropyl-1H-pyrazol-3-yl)-3-methyl-1H-pyrrole-2-carboxylic acid methyl ester